ClC1=C(C=C2C=C(N=CC2=C1)NC(=O)C1CC1)N1CC2(C1)CC(C2)(C)O N-[7-chloro-6-(6-hydroxy-6-methyl-2-azaspiro[3.3]heptan-2-yl)isoquinolin-3-yl]cyclopropanecarboxamide